7-fluoro-3-[1-(2,2,3,3,3-pentafluoropropyl)-1H-pyrazol-4-yl]-2-(trifluoromethyl)-4H-pyrido[1,2-a]pyrimidin-4-one FC=1C=CC=2N(C(C(=C(N2)C(F)(F)F)C=2C=NN(C2)CC(C(F)(F)F)(F)F)=O)C1